C(C)(C)(C)C1=CC=C(OCC(=O)NCCNC(COC2=CC=C(C=C2)C(C)(C)C)=O)C=C1 2-(4-tert-butylphenoxy)-N-(2-{[(4-tert-butylphenoxy)acetyl]amino}ethyl)acetamide